(E)-3-[3-chloro-4-(1,4-dioxaspiro[4.5]dec-7-en-8-yl)phenyl]-2-methyl-prop-2-enoic acid ethyl ester C(C)OC(\C(=C\C1=CC(=C(C=C1)C1=CCC2(OCCO2)CC1)Cl)\C)=O